2-bromothienothiophene BrC1=CC2=C(C=CS2)S1